N-(3-((5-(3,4-difluorophenyl)-2-((1-methyl-1H-pyrazol-4-yl)amino)pyrimidin-4-yl)oxy)phenyl)acrylamide FC=1C=C(C=CC1F)C=1C(=NC(=NC1)NC=1C=NN(C1)C)OC=1C=C(C=CC1)NC(C=C)=O